[Br-].CN1C(=[N+](C2=C1C=CC=C2)CC(C2=CC=CC=C2)=O)C2=NC=CC=C2 1-methyl-3-(2-oxo-2-phenylethyl)-2-(pyridin-2-yl)-1H-benzimidazol-3-ium bromide